C1(CCC1)C=1C(=NN(C1C1=C(C=CC=C1)F)C)NC(=O)C1(CC1)C(F)(F)F N-(4-cyclobutyl-5-(2-fluorophenyl)-1-methyl-1H-pyrazol-3-yl)-1-(trifluoromethyl)cyclopropane-1-carboxamide